N1=CC=C(C=C1)C=1C=C(C=CC1)B(O)O [3-(pyridin-4-yl)phenyl]boronic acid